7,7,9-trimethyl-4,13-dioxo-3,14-dioxa-5,12-diaza-hexadecane-1,16-dioxydimethacrylate CC(CNC(OCCOC=C(C(=O)[O-])C)=O)(CC(CCNC(OCCOC=C(C(=O)[O-])C)=O)C)C